FC1=C2C=CC=NC2=C(C=C1N)F 5,8-difluoroquinolin-6-amine